CN(C)CC1CNCC1 N,N-dimethyl-1-(pyrrolidin-3-yl)methylamine